Cl.FC=1C=C(CN2CCNCC2)C=C(C1F)F 1-(3,4,5-trifluorobenzyl)piperazine hydrochloride